FC1=C(C=CC(=C1F)OC)C1=CN=C2N1C=CN=C2NC2=CC(=C(C(=O)NCCNC(=O)N1C[C@H](NCC1)C(=O)O)C=C2)C (2S)-4-[2-[[4-[[3-(2,3-difluoro-4-methoxyphenyl)imidazo[1,2-a]pyrazin-8-yl]amino]-2-methylbenzoyl]amino]ethyl-carbamoyl]piperazine-2-carboxylic acid